(2-Chloro-5-fluorophenyl)(3-{[2-(4-chlorophenyl)-imidazo[1,2-a]pyridin-3-yl]methyl}-3,8-diaza-bicyclo[3.2.1]oct-8-yl)methanon ClC1=C(C=C(C=C1)F)C(=O)N1C2CN(CC1CC2)CC2=C(N=C1N2C=CC=C1)C1=CC=C(C=C1)Cl